FC(C(=C(C(C(F)(F)F)(C(F)(F)F)F)F)F)(F)F 1,1,1,2,3,4,5,5,5-nonafluoro-4-trifluoromethyl-pent-2-ene